1,2-di-palmitoyl-sn-glycero-3-phosphocholine C(CCCCCCCCCCCCCCC)(=O)OC[C@@H](OC(CCCCCCCCCCCCCCC)=O)COP(=O)([O-])OCC[N+](C)(C)C